8-nitroindolizine-2-carboxylic acid ethyl ester C(C)OC(=O)C=1C=C2C(=CC=CN2C1)[N+](=O)[O-]